C1(CC1)N1C=C(C2=CC=CC=C12)C1=NC(=NC=C1)NC1=C(C=C(C=C1)N1CCN(CC1)C1CCNCC1)OC 4-(1-cyclopropyl-1H-indol-3-yl)-N-(2-methoxy-4-(4-(piperidin-4-yl)piperazin-1-yl)phenyl)pyrimidin-2-amine